FCCN([C@@H]1C[C@H]2CCC(N3[C@]2(CC1)OC[C@@H]3C(C)C)=O)CC3=CC=C(C=C3)C(F)(F)F (3S,7aR,9S,11aR)-9-[2-fluoroethyl-[[4-(trifluoromethyl)phenyl]methyl]amino]-3-isopropyl-3,6,7,7a,8,9,10,11-octahydro-2H-oxazolo[2,3-j]quinolin-5-one